(3S,4R,7S)- and (3S,4S,7S)-12-hydroxy-3,4-dimethyl-1,11-dioxo-N-(2,4,6-trifluorobenzyl)-1,4,5,6,7,11-hexahydro-3H-2,7-methanopyrido[1,2-a][1,4]diazonine-10-carboxamide OC=1C(C(=CN2C1C(N1[C@H]([C@@H](CC[C@H]2C1)C)C)=O)C(=O)NCC1=C(C=C(C=C1F)F)F)=O |&1:10|